8-bromo-2-(chloromethyl)-6-cyclopropylimidazo[1,2-a]Pyridine BrC=1C=2N(C=C(C1)C1CC1)C=C(N2)CCl